2-(1-(5-Chloro-2-((6-methoxy-2-methyl-1,2,3,4-tetrahydroisoquinolin-7-yl)amino)pyrimidin-4-yl)-5,6-difluoro-3-methylindolin-3-yl)acetic acid ClC=1C(=NC(=NC1)NC1=C(C=C2CCN(CC2=C1)C)OC)N1CC(C2=CC(=C(C=C12)F)F)(C)CC(=O)O